NC1=NC2=C(C=CC=C2C(=N1)C(=O)NCC1=NC=C(C=C1)C)F 2-amino-8-fluoro-N-[(5-methyl-2-pyridyl)methyl]quinazoline-4-carboxamide